OC[C@H]1O[C@H]([C@@H]([C@H]([C@@H]1O)O)O)OC1=CC=C(C=C1)\C=C\C1=CC(=CC=C1)O (2R,3S,4S,5R,6S)-2-(hydroxymethyl)-6-(4-((E)-3-hydroxystyryl)phenoxy)tetrahydro-2H-pyran-3,4,5-triol